3-methyl-1,3-octadiene CC(C=C)=CCCCC